2-(3-(4-(tert-butyl)thiazol-2-yl)-1-methylureido)-5-oxo-5H-thieno[3,2-b]pyran-6-carboxylic acid C(C)(C)(C)C=1N=C(SC1)NC(N(C)C1=CC=2OC(C(=CC2S1)C(=O)O)=O)=O